FC1=C(OC=2N=CC(=NC2)NC(C(=C)N2CC(N(CC2)C(=O)[C@]2(CC=3N(CC2)N=CN3)O)(C)C)=O)C=CC(=C1)F (S)-N-(5-(2,4-difluorophenoxy)pyrazin-2-yl)-2-(4-((S)-7-hydroxy-5,6,7,8-tetrahydro-[1,2,4]triazolo[1,5-a]pyridine-7-carbonyl)-3,3-dimethylpiperazin-1-yl)propenamide